BrC=1C2(C3=CC4=C(OCCCO4)C=C3C1)CCC1(CC2)OCCO1 8''-bromo-3'',4''-dihydro-2''H-dispiro[[1,3]dioxolane-2,1'-cyclohexane-4',7''-indeno[5,6-b][1,4]dioxepine]